FC(C(=O)O)(F)F.N1CC(CC1)C(=O)O pyrrolidine-3-carboxylic acid trifluoroacetate